(Z)-3-ethoxy-4-(Pentadec-3-en-6-yloxy)benzaldehyde C(C)OC=1C=C(C=O)C=CC1OC(C\C=C/CC)CCCCCCCCC